N1C=C(C2=CC=CC=C12)C1=C2C(C(N(C2=CC(=C1)C(=O)N)CC=1SC=CC1)=O)(C)C (1H-indol-3-yl)-3,3-dimethyl-2-oxo-1-(thiophen-2-ylmethyl)indoline-6-carboxamide